CC=1N=CN(C1C)C1=NC(=CC(=N1)N=S(=O)(C)C)N1[C@@H](COCC1)C (R)-((2-(4,5-dimethyl-1H-imidazol-1-yl)-6-(3-methylmorpholino)-pyrimidin-4-yl)-imino)dimethyl-λ6-sulfanone